N1-methyl-N1-phenylbenzene-1,2-diamine CN(C=1C(=CC=CC1)N)C1=CC=CC=C1